1-[2-(2-fluorophenyl)-7-methyl-3-(pyridin-4-yl)-3H-imidazo[4,5-b]pyridin-5-yl]piperazine FC1=C(C=CC=C1)C1=NC=2C(=NC(=CC2C)N2CCNCC2)N1C1=CC=NC=C1